N-[4-(3-Cyanophenyl)-5-(2,6-dimethyl-4-pyridyl)thiazol-2-yl]-1-methyl-2-oxo-1,8-diazaspiro[4.5]decan-8-carboxamid C(#N)C=1C=C(C=CC1)C=1N=C(SC1C1=CC(=NC(=C1)C)C)NC(=O)N1CCC2(CCC(N2C)=O)CC1